DIAMINOPHENOXYETHANOL NCC(O)(OC1=CC=CC=C1)N